3-(3,5-dichlorophenyl)-7-methyl-1H-indole-2-carboxylic acid ClC=1C=C(C=C(C1)Cl)C1=C(NC2=C(C=CC=C12)C)C(=O)O